ClC=1C=C2C=C(NC2=CC1OCC=1N=CSC1)CNC([C@@H](C)C#N)=O (S)-N-((5-chloro-6-(thiazol-4-ylmethoxy)-1H-indol-2-yl)methyl)-2-cyanopropanamide